ClC=1C=C(C#N)C=C(C1)C1(CC2C(N(OC2(C)C)C)C(C1)C)C 3-Chloro-5-(1,3,3,5,7-pentamethyloctahydrobenzo[c]isoxazol-5-yl)benzonitril